3,4,5-triaminobenzenesulfonic acid NC=1C=C(C=C(C1N)N)S(=O)(=O)O